OC=1C(=C(C=CC1)OCCC(C)C)O isopentyl dihydroxyphenyl ether